3-((3-((E)-4-(8-oxa-3-azabicyclo[3.2.1]oct-3-ylmethyl)styryl)-1H-indazol-6-yl)methylene)-4-phenylpyrrolidin-2-one trifluoroacetate FC(C(=O)O)(F)F.C12CN(CC(CC1)O2)CC2=CC=C(/C=C/C1=NNC3=CC(=CC=C13)C=C1C(NCC1C1=CC=CC=C1)=O)C=C2